4-[2-(4-butylphenyl)ethynyl]-2,5-difluoroaniline C(CCC)C1=CC=C(C=C1)C#CC1=CC(=C(N)C=C1F)F